C(C)OC(=O)C=1N=CC=2CN(CC(C2C1)C1CCCC1)C1=CC(=CC(=C1)F)Cl 7-(3-chloro-5-fluorophenyl)-5-cyclopentyl-5,6,7,8-tetrahydro-2,7-naphthyridine-3-carboxylic acid ethyl ester